C(C1=CC=CC=C1)N(C(O)=O)C(C)(C)C1=CC(=NC(=C1)C1=CC=C(C=C1)F)Cl.N1(CCNCC1)C1=CC=C(C=N1)C1=CC=C(C=C1)NC=O N-{4-[6-(piperazin-1-yl)pyridin-3-yl]Phenyl}methanamide benzyl-(2-(2-chloro-6-(4-fluorophenyl)pyridin-4-yl)propan-2-yl)carbamate